N1C(=NC(=C1)S(=O)(=O)OC)S(=O)(=O)OC dimethyl imidazoledisulfonate